(S)-3-(2-benzyl-3-chloro-7-oxo-2,4,5,7-tetrahydro-6H-pyrazolo[3,4-c]pyridin-6-yl)-1-methyl-9-(methylsulfonyl)-3,4,8,9,10,11-hexahydro-[1,4]oxazepino[3,2-f]isoquinolin-2(1H)-one C(C1=CC=CC=C1)N1N=C2C(N(CCC2=C1Cl)[C@@H]1C(N(C2=C3CCN(CC3=CC=C2OC1)S(=O)(=O)C)C)=O)=O